(2R,3R,4S,5R)-2-(2-chloro-6-spiro[1,3-dihydroisoquinolin-4,1'-cyclohexane]-2-yl-purin-9-yl)-5-(hydroxymethyl)tetrahydrofuran-3,4-diol ClC1=NC(=C2N=CN(C2=N1)[C@@H]1O[C@@H]([C@H]([C@H]1O)O)CO)N1CC2=CC=CC=C2C2(CCCCC2)C1